S1(=O)(=O)O[C@]2(N3C(N([C@H](CC2)C3)O1)=O)C(Cl)(Cl)Cl.[Na] sodium (2s,5r)-7-oxo-2-(trichloromethyl)-1,6-diazabicyclo[3.2.1]octyl-6-yl sulfate